[Cl-].CCC propane, chloride salt